BrC=1C=C2C(CC3(CCN(CC3)C(=O)OCC(C)C)C2=CC1)OC1=C(C=CC=C1)CC(=O)OCC isobutyl 5-bromo-3-(2-(2-ethoxy-2-oxoethyl) phenoxy)-2,3-dihydrospiro[indene-1,4'-piperidine]-1'-carboxylate